N-(5-Hydroxy-2-(1-methylcyclopropyl)-4-(trimethylsilyl)phenyl)-4-oxo-1,4-dihydroquinoline-3-carboxamide OC=1C(=CC(=C(C1)NC(=O)C1=CNC2=CC=CC=C2C1=O)C1(CC1)C)[Si](C)(C)C